CS(=O)(=O)C1=CC=C(C=C1)C1=NC2=C(N1)C=CC(=C2)C2CCN(CC2)C2CC1CCC(C2)N1C1CCOCC1 2-(4-(methyl-sulfonyl)phenyl)-5-(1-(8-(tetrahydro-2H-pyran-4-yl)-8-azabicyclo[3.2.1]octan-3-yl)piperidin-4-yl)-1H-benzo[d]imidazole